O=C1C(=CN(C2=CC=CC=C12)C1=NC=CN=C1)C(=O)O 4-oxo-1-(pyrazin-2-yl)-1,4-dihydroquinoline-3-carboxylic acid